ClC=CCCl 1,3-DICHLOROPROPENE